(1S,2S,3S,6R)-4-(fluoromethyl)-6-((4-isopropylphenethyl)amino)cyclohex-4-ene-1,2,3-triol FCC=1[C@@H]([C@@H]([C@H]([C@@H](C1)NCCC1=CC=C(C=C1)C(C)C)O)O)O